C(=O)C1=C(OCC(=O)OC)C=C(C=C1OCC1=CC=C(C=C1)OC)C methyl 2-{2-formyl-3-[(4-methoxyphenyl)methoxy]-5-methylphenoxy}acetate